C(C)(C)(C)OC(=O)N1C2(CC2)CN(CC1)C=1N=NC(=CC1)N.C1(=CC=CC=C1)N1C2=CC=CC=C2C=2C=C(C=CC12)C=1C=CC=2N(C3=CC=CC=C3C2C1)C1=CC=C(C=C1)C(=O)C1=CC=C(C=C1)N1C2=CC=CC=C2C=2C=C(C=CC12)C=1C=CC=2N(C3=CC=CC=C3C2C1)C1=CC=CC=C1 bis(4-(9'-phenyl-9H,9'H-[3,3'-bicarbazol]-9-yl)phenyl)methanone tert-butyl-7-(6-aminopyridazin-3-yl)-4,7-diazaspiro[2.5]octane-4-carboxylate